bromo-1-(5-bromo-3-chloropyridin-2-yl)-N-(4-chloro-2-methyl-6-(methylcarbamoyl)phenyl)-1H-pyrazole-5-carboxamide BrC1=NN(C(=C1)C(=O)NC1=C(C=C(C=C1C(NC)=O)Cl)C)C1=NC=C(C=C1Cl)Br